COC(=O)C1=NN(C(C=C1)=O)CCC1=C(C=CC(=C1)CN1N=CC=2C1=NC(=NC2N)Cl)Br (5-((4-amino-6-chloro-1H-pyrazolo[3,4-d]pyrimidin-1-yl)methyl)-2-bromophenyl-ethyl)-6-oxo-1,6-dihydropyridazine-3-carboxylic acid methyl ester